C(C)(=O)NNC1=CC=CC=C1 1-Acetyl-2-phenylhydrazine